C(CCCCCCCCCCCCCCCCCCCCCCCCCCCCC)OC(CCCCCCCCCCCCCCCCCCCCCCCCCCC)=O.CC1=C(SC(=C1)C1=NO[C@](C1)(C(F)(F)F)C1=CC(=C(C(=C1)Cl)Cl)Cl)C(=O)NCC(NCC#C)=O (S)-3-methyl-N-(2-oxo-2-(prop-2-yn-1-ylamino)ethyl)-5-(5-(3,4,5-trichlorophenyl)-5-(trifluoromethyl)-4,5-dihydroisoxazol-3-yl)thiophene-2-carboxamide melissyl-montanate